4-(5-(3,5-dimethylisoxazol-4-yl)-1-(tetrahydro-2H-pyran-4-yl)-1H-pyrrolo[2,3-b]pyridin-3-yl)-3-methylpicolinic acid CC1=NOC(=C1C=1C=C2C(=NC1)N(C=C2C2=C(C(=NC=C2)C(=O)O)C)C2CCOCC2)C